COCC12CCCC(N1C(=O)NC1=CC(=C(C=C1)C)C1=NN3C(C=N1)=CC=C3)C2 1-(methoxymethyl)-N-(4-methyl-3-(pyrrolo[2,1-f][1,2,4]triazin-2-yl)phenyl)-6-azabicyclo[3.1.1]heptane-6-carboxamide